1'-[(oxan-4-yl)methyl]-1,2-dihydrospiro[indole-3,3'-pyrrolidin] O1CCC(CC1)CN1CC2(CC1)CNC1=CC=CC=C12